N-[(1S)-1-[3-(8-{[(3S,4R)-3-fluoro-1-methylpiperidin-4-yl]amino}-3-[(trifluoromethyl)sulfanyl]indolizin-2-yl)-1,2,4-oxadiazol-5-yl]-2-hydroxyethyl]cyclopropanecarboxamide F[C@H]1CN(CC[C@H]1NC1=CC=CN2C(=C(C=C12)C1=NOC(=N1)[C@H](CO)NC(=O)C1CC1)SC(F)(F)F)C